1-{[(2s,3s,4r)-4-fluoro-3,4-dimethyl-5-oxopyrrolidin-2-yl]methoxy}-7-methoxyisoquinoline-6-carboxamide F[C@@]1([C@H]([C@H](NC1=O)COC1=NC=CC2=CC(=C(C=C12)OC)C(=O)N)C)C